FC1=C(C=CC(=C1)OC1=CC(=NC=C1)N1C[C@H]2[C@@H](C1)OCCO2)NC2=NC=NC1=CC(=C(C=C21)NC2CCN(CC2)C(C=C)=O)OC 1-(4-((4-((2-fluoro-4-((2-((4aR,7aS)-hexahydro-6H-[1,4]dioxino[2,3-c]pyrrol-6-yl)pyridin-4-yl)oxy)phenyl)amino)-7-methoxyquinazolin-6-yl)amino)piperidin-1-yl)prop-2-en-1-one